2,2'-{(6,6'-bis(1-naphthyl)phenyl-[1,1'-binaphthyl]-2,2'-diyl)bis(oxy)}diacetic acid C1(=CC=CC2=CC=CC=C12)C1=CC=CC=C1C=1C(=C(C2=CC=CC=C2C1)C1=C(C=CC2=CC(=CC=C12)C1=CC=CC2=CC=CC=C12)OCC(=O)O)OCC(=O)O